6-((R)-7-(4-bromo-3-(trifluoromethyl)benzoyl)-2-(((S)-but-3-en-2-yl)amino)-6-methyl-4-oxo-5,6,7,8-tetrahydropyrido[3,4-d]pyrimidin-3(4H)-yl)-N-methylnicotinamide BrC1=C(C=C(C(=O)N2CC=3N=C(N(C(C3C[C@H]2C)=O)C2=NC=C(C(=O)NC)C=C2)N[C@@H](C)C=C)C=C1)C(F)(F)F